3-{[1-(2,2-difluoroethyl)piperidin-4-yl]oxy}-N-[(6-methylpyridazin-3-yl)methyl]-5-(5-methyl-1,3-thiazol-2-yl)benzamide FC(CN1CCC(CC1)OC=1C=C(C(=O)NCC=2N=NC(=CC2)C)C=C(C1)C=1SC(=CN1)C)F